2-(2'-(sec-butyl)-4'-((6-(methylsulfonyl)-2,6-diazaspiro[3.3]heptan-2-yl)methyl)-[1,1'-biphenyl]-4-yl)-1,1,1,3,3,3-hexafluoropropan-2-ol C(C)(CC)C1=C(C=CC(=C1)CN1CC2(C1)CN(C2)S(=O)(=O)C)C2=CC=C(C=C2)C(C(F)(F)F)(C(F)(F)F)O